6-amino-4-((3-chloro-4-((6-(tetrahydro-2H-pyran-4-yl)pyridin-3-yl)methoxy)phenyl)amino)-7-ethoxy-2-ethylquinoline-3-carbonitrile NC=1C=C2C(=C(C(=NC2=CC1OCC)CC)C#N)NC1=CC(=C(C=C1)OCC=1C=NC(=CC1)C1CCOCC1)Cl